CS(=O)(=O)N1CCC2=NC=C(C=C21)C(=O)O 1-(methylsulfonyl)-2,3-dihydro-1H-pyrrolo[3,2-b]pyridine-6-carboxylic acid